butadiene cyanate [O-]C#N.C=CC=C